5-methyl-2-(7-nitro-2,3-dihydro-4H-benzo[b][1,4]oxazin-4-yl)pyridin-3-amine CC=1C=C(C(=NC1)N1C2=C(OCC1)C=C(C=C2)[N+](=O)[O-])N